OC1=C(C(=O)C2=CC=C(C(=C2)OC)OC)C=CC(=C1)OCCCC 2-hydroxy-4-butoxy-4',5'-dimethoxybenzophenone